4-fluoro-3-[(1Z)-non-1,8-dien-1-yl]benzonitrile FC1=C(C=C(C#N)C=C1)\C=C/CCCCCC=C